BrC=1C=C(C=CC1)C=1NC2=CC=CC=C2C1N1C2=CC=CC=C2SC=2C=CC=CC12 10-(2-(3-bromophenyl)indol-3-yl)-10H-phenothiazine